CC(=O)C1=CC(=C(C=C1)OCCCCl)OC 4-(3-Chloropropoxy)-3-methoxyacetophenone